8-chloro-6-fluoro-N2-(6-methoxy-2,4,4-trimethyl-1,2,3,4-tetrahydroisoquinolin-7-yl)-7-(8-methyl-2,3-dihydro-1H-pyrido[2,3-b][1,4]oxazin-7-yl)quinazoline-2,5-diamine ClC1=C(C(=C(C=2C=NC(=NC12)NC1=C(C=C2C(CN(CC2=C1)C)(C)C)OC)N)F)C1=C(C2=C(OCCN2)N=C1)C